(2,6-dimethylphenyl) dichlorophosphate P(=O)(OC1=C(C=CC=C1C)C)(Cl)Cl